(R)-N-((S)-1-((S)-9-chloro-4-ethyl-8-fluoro-4-hydroxy-3,14-dioxo-3,4,12,14-tetrahydro-1H-pyrano[3',4':6,7]indolizino[1,2-b]quinolin-11-yl)ethyl)-2-hydroxypropanamide ClC1=CC=2C(=C3C(=NC2C=C1F)C1=CC2=C(C(N1C3)=O)COC([C@]2(O)CC)=O)[C@H](C)NC([C@@H](C)O)=O